COC(C1=C(C(=CC=C1)C(C[N+](=O)[O-])CC(=O)OCC)F)=O 3-(4-ethoxy-1-nitro-4-oxobutan-2-yl)-2-fluorobenzoic acid methyl ester